3-((4-(5-methoxy-2-(1-methyl-1H-pyrazol-4-yl)-4-nitrophenyl)piperazin-1-yl)methaneyl)pyrrolidine-1-carboxylate COC=1C(=CC(=C(C1)N1CCN(CC1)CC1CN(CC1)C(=O)[O-])C=1C=NN(C1)C)[N+](=O)[O-]